BrC=1C=C2C(=CN=CC2=CC1)C=O 6-Bromoisoquinoline-4-carbaldehyde